NC1=C(C=C(C=N1)C#CC=1C=CC=C(C(=O)NC2=CC(=C(C=C2)CN2CCN(CC2)C)C(F)(F)F)C1C)Cl 5-((6-amino-5-chloropyridin-3-yl)ethynyl)-6-methyl-N-(4-((4-methylpiperazin-1-yl)methyl)-3-(trifluoromethyl)phenyl)benzamide